(4-methyl-1,1-dioxo-thian-4-yl)-6-[[3-(2,2,2-trifluoroethoxy)-2-pyridyl]oxy]imidazo[1,2-a]pyridine-2-carboxamide CC1(CCS(CC1)(=O)=O)C1=C(N=C2N1C=C(C=C2)OC2=NC=CC=C2OCC(F)(F)F)C(=O)N